CC1=C(C=CC(=N1)C(=O)N)N1CCN(CC1)C([2H])([2H])C=1C(=C2NC(C(=NC2=CC1)CC)=O)F 6-methyl-5-(4-((2-ethyl-5-fluoro-3-oxo-4H-quinoxalin-6-yl)methyl-d2)piperazin-1-yl)pyridine-2-formamide